methyl-bipyridine-5-yl CC1=NC=C(C=C1)C=1C=CC=NC1